N1C[C@H](CCC1)C(=O)N (S)-piperidin-3-ylcarboxamide